N(N)C(=O)C1=C(C=CC=C1)S(=O)(=O)O 2-(hydrazine-carbonyl)benzenesulfonic acid